ClC(C)C1CCC(CC1)Cl 1-chloroethyl-4-chlorocyclohexane